4-(4-bromo-tetrahydro-2H-pyran-2-yl)-2-methylpyridine BrC1CC(OCC1)C1=CC(=NC=C1)C